2-fluoro-6-(trifluoromethyl)-N-(1,1,3-trimethyl-2,3-dihydro-1H-inden-4-yl)-benzamide FC1=C(C(=O)NC2=C3C(CC(C3=CC=C2)(C)C)C)C(=CC=C1)C(F)(F)F